5-((7-fluoroquinazolin-4-yl)amino)pentan-1-ol FC1=CC=C2C(=NC=NC2=C1)NCCCCCO